C(CC(C)C)(=O)OCC(C)C Iso-butyl isovalerate